Trans-tin-lead [Pb].[Sn]